ethyl 6-chloro-7-[(2R)-2-{[(3-chloropyridin-2-yl) oxy] methyl} pyrrolidin-1-yl]-1-{1-[2-(dimethylamino) ethyl] pyrrolidin-3-yl}-4-oxo-1,4-dihydroquinoline-3-carboxylate ClC=1C=C2C(C(=CN(C2=CC1N1[C@H](CCC1)COC1=NC=CC=C1Cl)C1CN(CC1)CCN(C)C)C(=O)OCC)=O